4-Ethynyl-4-methyl-piperidine, hydrochloride salt Cl.C(#C)C1(CCNCC1)C